C(C1=CC=CC=C1)OC=1C=CC2=C(C(=C(O2)C)C(=O)N[C@@H]2C[C@@H](NC2)C(=O)O)C1 (2R,4R)-4-(5-(benzyloxy)-2-methylbenzofuran-3-carboxamido)pyrrolidine-2-carboxylic acid